(1-cyclohexyl-1H-pyrazol-3-yl)methyl (4-nitrophenyl) carbonate C(OCC1=NN(C=C1)C1CCCCC1)(OC1=CC=C(C=C1)[N+](=O)[O-])=O